6-ethyl-5-(7-fluoroquinolin-8-yl)pyridin-2-amine C(C)C1=C(C=CC(=N1)N)C=1C(=CC=C2C=CC=NC12)F